4-methoxyphenylethynyl iodide COC1=CC=C(C=C1)C#CI